tert-butyl (R)-3-(4-(5-((bis(tert-butoxycarbonyl)amino)methyl)-1-(3-((tert-butoxy-carbonyl)amino)propyl)-1H-pyrazol-3-yl)phenoxy)-2-hydroxypropanoate C(C)(C)(C)OC(=O)N(C(=O)OC(C)(C)C)CC1=CC(=NN1CCCNC(=O)OC(C)(C)C)C1=CC=C(OC[C@H](C(=O)OC(C)(C)C)O)C=C1